2-((1H-imidazol-1-ylacetyl)amino)-2-(4-methoxyphenyl)-N-(4-(trimethylsilyl)phenyl)acetamide N1(C=NC=C1)CC(=O)NC(C(=O)NC1=CC=C(C=C1)[Si](C)(C)C)C1=CC=C(C=C1)OC